5-(1H-Imidazol-1-yl)-2-{5-[methyl(piperidin-4-yl)amino][1,3]thiazolo[5,4-d][1,3]thiazol-2-yl}pyridin-3-ol Trifluoroacetat FC(C(=O)O)(F)F.N1(C=NC=C1)C=1C=C(C(=NC1)C=1SC=2N=C(SC2N1)N(C1CCNCC1)C)O